CN1C(=NC(=C1)[N+](=O)[O-])C(=O)NC1COCC1 1-methyl-4-nitro-N-(tetrahydrofuran-3-yl)-1H-imidazole-2-carboxamide